tert-butyl (4-(methyl(2-(N-methyl-5-((3aR,4R,6aS)-2-oxohexahydro-1H-thieno[3,4-d]imidazol-4-yl)pentanamido)ethyl)carbamoyl)-benzyl)carbamate CN(C(=O)C1=CC=C(CNC(OC(C)(C)C)=O)C=C1)CCN(C(CCCC[C@H]1SC[C@H]2NC(N[C@H]21)=O)=O)C